BrCCC(=O)NCCCCCCCCCCCC 3-bromo-N-dodecylpropionamide